2-((1S,2S)-2-(3-fluorophenyl)-1-hydroxy-2-phenylethyl)pyrrolidine-1-carboxylic acid tert-butyl ester C(C)(C)(C)OC(=O)N1C(CCC1)[C@H]([C@@H](C1=CC=CC=C1)C1=CC(=CC=C1)F)O